C(#C)C1CC(C1)N1CCN(CC1)C(=O)OCC1=CC=CC=C1 benzyl 4-(3-ethynylcyclobutyl)piperazine-1-carboxylate